(1S,2R)-3-amino-1-(4-fluorophenyl)-1-(m-tolyl)propan-2-ol NC[C@@H]([C@H](C=1C=C(C=CC1)C)C1=CC=C(C=C1)F)O